PHENYLCYCLOBUTAN C1(=CC=CC=C1)C1CCC1